N,N'-di(3-bromophenyl)benzoyl-hydrazine tert-Butyl-4-((3-(pyrrolidin-1-yl)benzyl)amino)piperidine-1-carboxylate C(C)(C)(C)OC(=O)N1CCC(CC1)NCC1=CC(=CC=C1)N1CCCC1.BrC=1C=C(C=CC1)N(NC1=CC(=CC=C1)Br)C(C1=CC=CC=C1)=O